C(CC=C)C(NC(=O)OC(C)(C)C)OC(CCC=C)=O [but-3-en-1-yl(tert-butoxycarbonyl)amino methyl]pent-4-enoate